CC=1C=CC2=C(N=C(O2)CSC2=NN(C=3N=CNC(C32)=O)C3=CC=CC=C3)C1 (((5-methylbenzo[d]oxazol-2-yl)methyl)thio)-1-phenyl-1,5-dihydro-4H-pyrazolo[3,4-d]pyrimidin-4-one